The molecule is a tripeptide that consists of a glycine residue flanked by two piperidine-4-carboxylic acid units (connected via amide linkages) where the amino terminus is acylated by a 3-[2-(2-{[4-(indol-3-yl)butanoyl]amino}ethoxy)ethoxy]propanoyl group and the carboxy terminus is formally condensed with the amino group of 3-[2-(2-aminoethoxy)ethoxy]propanoic acid, the carboxy group of which is in turn formally condensed with the alpha-amino group of N(6)-5-nitrofuroyllysine. It is a C-nitro compound, a member of furans, a member of indoles, a polyether and a tripeptide. C1CN(CCC1C(=O)NCC(=O)N2CCC(CC2)C(=O)NCCOCCOCCC(=O)NC(CCCCNC(=O)C3=CC=C(O3)[N+](=O)[O-])C(=O)N)C(=O)CCOCCOCCNC(=O)CCCC4=CNC5=CC=CC=C54